N=1N(C=C2C1C=NC=C2)C[C@@]2(C[C@]1(CN(C(O1)=O)C1=NC=C(N=C1)P(=O)(C)C)CCC2)C (5S,7S)-7-((2H-pyrazolo[3,4-c]pyridin-2-yl)methyl)-3-(5-(dimethylphosphoryl)pyrazin-2-yl)-7-methyl-1-oxa-3-azaspiro[4.5]decan-2-one